4-benzyl-2-(2-(2-chloro-5-(trifluoromethyl)pyridin-3-yl)-2-oxoethyl)piperazine-1-carboxylate C(C1=CC=CC=C1)N1CC(N(CC1)C(=O)[O-])CC(=O)C=1C(=NC=C(C1)C(F)(F)F)Cl